NC1(CC1)CO[C@]1(N(C(C2=CC(=CC(=C12)F)C(C)(C)O)=O)CC1=NC=C(C=C1)Cl)C1=CC=C(C=C1)Cl (3R)-3-[(1-aminocyclopropyl)methoxy]-3-(4-chlorophenyl)-2-[(5-chloropyridin-2-yl)methyl]-4-fluoro-6-(2-hydroxypropan-2-yl)-2,3-dihydro-1H-isoindol-1-one